n-heneicosyl-ethylenediamine C(CCCCCCCCCCCCCCCCCCCC)NCCN